N-(2-methylcyclopropyl)benzamide CC1C(C1)NC(C1=CC=CC=C1)=O